COC(=O)C=1C(=CC(=NC1C)N1CC2CN(C2C1)C(=O)OC(C)(C)C)C tert-butyl 3-(5-(methoxycarbonyl)-4,6-dimethylpyridin-2-yl)-3,6-diazabicyclo[3.2.0]heptane-6-carboxylate